C(C)(C)OC(N[C@@H]1CC[C@H](CC1)C=1SC(=CN1)C1=C(C=C(C=C1)CNC=1N(C=CN1)COCC[Si](C)(C)C)S(NCC)(=O)=O)=O isopropyl-trans-N-[4-[5-[2-(ethylsulfamoyl)-4-[[[1-(2-trimethylsilylethoxymethyl)imidazol-2-yl]amino]methyl]phenyl]thiazol-2-yl] cyclohexyl]carbamate